4-(4-(4-methylphenyl)-1H-1,2,3-triazol-1-yl)naphthalene CC1=CC=C(C=C1)C=1N=NN(C1)C1=CC=CC2=CC=CC=C12